The molecule is a HODE that consists of (10E,12Z)-octadecadienoic acid with the hydroxy substituent located at position 9. It has a role as a plant metabolite, a human metabolite and a mouse metabolite. It is a conjugate acid of a 9-HODE(1-). CCCCC/C=C\\C=C\\C(CCCCCCCC(=O)O)O